C(C)(=O)OCCCCCC\C=C/CCCCCC (Z)-7-tetradecen-1-ol acetate